FN1CCCC(C1)(C)C fluoro-5,5-dimethylpiperidine